4-(2-cyclopropylethyl)-5-methoxy-2-(trifluoromethyl)quinazoline C1(CC1)CCC1=NC(=NC2=CC=CC(=C12)OC)C(F)(F)F